2-(4-fluoroisoquinolin-1-yl)propan-2-amine hydrochloride Cl.FC1=CN=C(C2=CC=CC=C12)C(C)(C)N